4-chloro-N-(1-(3,4-dichlorophenyl)-2-(dimethylamino)ethyl)benzenesulfonamide ClC1=CC=C(C=C1)S(=O)(=O)NC(CN(C)C)C1=CC(=C(C=C1)Cl)Cl